CCCCCCCCCCCC(=O)OCC(COCC(COCC(CO)O)O)O triglyceryl monolaurate